FC1=C(C=CC(=C1)SC)C1=NN2C(OCCC2)=C1C(=O)N[C@@H]1C(NC2=C(C(=N1)C1=CC=CC=C1)C=CC=C2F)=O 2-(2-fluoro-4-methylsulfanylphenyl)-N-[(3S)-9-fluoro-2-oxo-5-phenyl-1,3-dihydro-1,4-benzodiazepine-3-yl]-6,7-dihydro-5H-pyrazolo[5,1-b][1,3]Oxazine-3-carboxamide